(S,E)-7-(Dimethylamino)-1-((1-((7-isobutyl-3H-imidazo[4,5-c]pyridin-2-yl)methyl)-2-oxo-1,2-dihydropyridin-3-yl)amino)-1,7-dioxohept-5-en-2-yl-dimethylcarbamat CN(C(/C=C/CC[C@H](C(=O)NC=1C(N(C=CC1)CC1=NC2=C(C=NC=C2CC(C)C)N1)=O)CN(C([O-])=O)C)=O)C